C(C1=CC=CC=C1)C(C(=O)N[C@@H](CC(C)C)C(=O)OC)CCCC=C Methyl (2-benzylhept-6-enoyl)-L-leucinate